(R)-4-chloro-2-(2-hydroxyethyl)-5-(3-((4-(1,3,5-trimethyl-1H-pyrazol-4-yl)pyridin-2-yl)oxy)pyrrolidin-1-yl)pyridazin-3(2H)-one ClC=1C(N(N=CC1N1C[C@@H](CC1)OC1=NC=CC(=C1)C=1C(=NN(C1C)C)C)CCO)=O